C1CCN2C=CC(=C12)C(=O)N dihydropyrrolizine-7-carboxamide